2-((5,6-dichloro-1-(hydroxymethyl)-2,3-dihydro-1H-pyrrolo[1,2-a]indol-8-yl)oxy)acetonitrile ClC1=C(C=C(C=2C=C3N(C12)CCC3CO)OCC#N)Cl